FC(C1=C(C=CC(=C1)C(F)(F)F)CC(=O)N(C1=CC=C(C=C1)F)CC#CCNC(OC(C)(C)C)=O)(F)F Tert-butyl (4-(2-(2,4-bis(trifluoromethyl)phenyl)-N-(4-fluorophenyl)acetamido)but-2-yn-1-yl)carbamate